(S)-methyl 2-((S)-2-(7-chloro-5-fluoro-1H-indole-2-carboxamido)-3-cyclopropylpropanamido)-3-((S)-2-oxopiperidin-3-yl)propanoate ClC=1C=C(C=C2C=C(NC12)C(=O)N[C@H](C(=O)N[C@H](C(=O)OC)C[C@H]1C(NCCC1)=O)CC1CC1)F